[(2S)-1-[2-(2-chlorophenyl)-3-(4-chlorophenyl)-7-(6-methyl-3-pyridyl)pyrazolo[1,5-a]pyrimidin-5-yl]pyrrolidin-2-yl]methanol ClC1=C(C=CC=C1)C1=NN2C(N=C(C=C2C=2C=NC(=CC2)C)N2[C@@H](CCC2)CO)=C1C1=CC=C(C=C1)Cl